FC=1C=C(C=CC1OC(C)C)C=1CCOC2=C(C1C1=CC=C(C=C1)O[C@@H]1CN(CC1)CCCF)C=CC(=C2)O 4-(3-fluoro-4-isopropoxy-phenyl)-5-[4-[(3S)-1-(3-fluoropropyl)pyrrolidin-3-yl]oxyphenyl]-2,3-dihydro-1-benzoxepin-8-ol